3-methyl-6-{(3S,4S)-4-methyl-1-[(2-methylpyrimidin-5-yl)methyl]pyrrolidin-3-yl}-1-(tetrahydro-2H-pyran-4-yl)-1,5-dihydro-4H-pyrazolo[3,4-d]pyrimidin-4-one CC1=NN(C=2N=C(NC(C21)=O)[C@@H]2CN(C[C@H]2C)CC=2C=NC(=NC2)C)C2CCOCC2